dimethyl [(3-cyanophenyl)(hydroxy)methyl]phosphonate C(#N)C=1C=C(C=CC1)C(O)P(OC)(OC)=O